5-chloro-2-methyl-N-((1r,4r)-4-((3-(6-(1-methyl-1H-pyrazol-4-yl)pyridin-3-yl)-2-oxo-2,3-dihydro-1H-benzo[d]imidazol-1-yl)methyl)cyclohexyl)nicotinamide ClC=1C=NC(=C(C(=O)NC2CCC(CC2)CN2C(N(C3=C2C=CC=C3)C=3C=NC(=CC3)C=3C=NN(C3)C)=O)C1)C